3-methoxy-4-((2-methoxyethyl)amino)-5-nitrobenzoic acid methyl ester COC(C1=CC(=C(C(=C1)[N+](=O)[O-])NCCOC)OC)=O